(2-(2-(cyclopropylmethoxy)-6-(difluoromethyl)pyridin-3-yl)-1,6-naphthyridin-7-yl)methanamine C1(CC1)COC1=NC(=CC=C1C1=NC2=CC(=NC=C2C=C1)CN)C(F)F